CNC(=O)C1CC(C1)N1C(=NC2=C1C=C(C=C2)C(=O)NCC2CCN(CC2)C)C2=CC(=C(C(=C2)OC)OC)OC 1-((1r,3s)-3-(methylcarbamoyl)cyclobutyl)-N-((1-methylpiperidin-4-yl)methyl)-2-(3,4,5-trimethoxyphenyl)-1H-benzo[d]imidazole-6-carboxamide